(3R,4R,5S)-3-fluoro-4-(fluoromethyl)-5-(hydroxymethyl)pyrrolidin-2-one F[C@H]1C(N[C@@H]([C@@H]1CF)CO)=O